ethyl 2-(3-chloro-2-pyridyl)-5-[[4-(trifluoromethyl) triazol-2-yl]methyl]pyrazole-3-carboxylate ClC=1C(=NC=CC1)N1N=C(C=C1C(=O)OCC)CN1N=CC(=N1)C(F)(F)F